Cadmium ACETATE DIHYDRATE O.O.C(C)(=O)[O-].[Cd+2].C(C)(=O)[O-]